methyl 3-(9-((4-(((tert-butoxycarbonyl)amino)methyl)-3-methoxyphenyl)carbamoyl)-4,5-dihydrobenzo[b]thieno[2,3-d]oxepin-8-yl)-6-(propylcarbamoyl)picolinate C(C)(C)(C)OC(=O)NCC1=C(C=C(C=C1)NC(=O)C1=CC2=C(OCCC3=C2SC=C3)C=C1C=1C(=NC(=CC1)C(NCCC)=O)C(=O)OC)OC